C(C1=CC=CC=C1)OC(=O)NC(C)(C)C1=CC(=NC(=C1)N1CCC(CC1)(C)C)OC1[C@@H]2CN(C[C@H]12)C(=O)OC(C)(C)C tert-butyl (1R,5S,6s)-6-((4-(2-(((benzyloxy)carbonyl)amino)propan-2-yl)-6-(4,4-dimethylpiperidin-1-yl)pyridin-2-yl)oxy)-3-azabicyclo[3.1.0]hexane-3-carboxylate